3-((6S,8R)-6-(2,6-difluoro-4-(1-(3-fluoropropyl)azetidin-3-ylamino)phenyl)-8-methyl-8,9-dihydro-3H-pyrazolo[4,3-J]isoquinolin-7(6H)-yl)-2-fluoro-2-methylpropan-1-ol FC1=C(C(=CC(=C1)NC1CN(C1)CCCF)F)[C@@H]1C(=C2[C@H](CN=C3C2(C=C1)CN=N3)C)CC(CO)(C)F